ClC1=CC(=C(C2=C1NC(=N2)C(F)(F)F)N2C(N(C(=CC2=O)C(F)(F)F)C)=O)F 3-[7-chloro-5-fluoro-2-trifluoromethyl-1H-benzimidazol-4-yl]-1-methyl-6-trisfluoromethyl-1H-pyrimidine-2,4-dione